3-(4-(3-fluoro-7-methyldibenzo[b,f][1,4]oxazepin-11-yl)piperazin-1-yl)-2,2-dimethylpropanoic acid FC1=CC2=C(C(=NC3=C(O2)C=C(C=C3)C)N3CCN(CC3)CC(C(=O)O)(C)C)C=C1